methyl (S)-3-(9-((4-(((tert-butoxycarbonyl)amino)methyl)-2-methylphenyl)carbamoyl)-5-methyl-4,5-dihydrobenzo[b]thieno[2,3-d]oxepin-8-yl)-6-(propylcarbamoyl)picolinate C(C)(C)(C)OC(=O)NCC1=CC(=C(C=C1)NC(=O)C1=CC2=C(O[C@H](CC3=C2SC=C3)C)C=C1C=1C(=NC(=CC1)C(NCCC)=O)C(=O)OC)C